ClC1=CC=C(C(=N1)C=1C=NN(C1)C)NC(C)C=1C=2C=3C(N(C(C2C=C(C1)C)=O)C)=NN(C3)C3CCN(CC3)C(=O)OCC ethyl 4-(9-(1-((6-chloro-2-(1-methyl-1H-pyrazol-4-yl)pyridin-3-yl)amino)ethyl)-4,7-dimethyl-5-oxo-4,5-dihydro-2H-pyrazolo[3,4-c]isoquinolin-2-yl)piperidine-1-carboxylate